Imidazo[2,1-c][1,4]Oxazine-6,8-dicarboxamide N1=CCN2C1=C(OC(=C2)C(=O)N)C(=O)N